ClC1=C(C=CC=C1Cl)N1CCN(CC1)C(CCN1C=NC2=C(C1=O)SC1=C2C=CC=C1)=O 3-(3-(4-(2,3-dichlorophenyl)piperazin-1-yl)-3-oxopropyl)benzo[4,5]thieno[3,2-d]pyrimidin-4(3H)-one